(4R)-7-Bromo-1-((6-chloro-5-(hydroxymethyl)-2-(methylthio)pyrimidin-4-yl)methyl)-4-methyl-1,2,3,4-tetrahydronaphthalen-1-olAl BrC1=CC=C2[C@@H](CC(C(C2=C1)(O)CC1=NC(=NC(=C1CO)Cl)SC)C=O)C